tertbutyl 8-(4-(5-(2-((tert-butoxycarbonyl)amino)pyridin-4-yl)-2-methyl-3H-imidazo[4,5-b]pyridin-3-yl)-2-fluorophenyl)-3,8-diazabicyclo[3.2.1]octane-3-carboxylate C(C)(C)(C)OC(=O)NC1=NC=CC(=C1)C1=CC=C2C(=N1)N(C(=N2)C)C2=CC(=C(C=C2)N2C1CN(CC2CC1)C(=O)OC(C)(C)C)F